(R)-6-chloro-3-((1-(2-(4-(3,5-dimethyl-1H-pyrazol-4-yl)piperidin-1-yl)-3,6-dimethyl-4-oxo-3,4-dihydroquinazolin-8-yl)ethyl)amino)-N-(methylsulfonyl)picolinamide ClC1=CC=C(C(=N1)C(=O)NS(=O)(=O)C)N[C@H](C)C=1C=C(C=C2C(N(C(=NC12)N1CCC(CC1)C=1C(=NNC1C)C)C)=O)C